(1R,2S,5S)-3-((R)-2-hydroxy-3-methylbutanoyl)-6,6-dimethyl-N-((S)-3-oxo-1-((S)-2-oxopyrrolidin-3-yl)-4-(trifluoromethoxy)butan-2-yl)-3-azabicyclo[3.1.0]hexane-2-carboxamide O[C@@H](C(=O)N1[C@@H]([C@H]2C([C@H]2C1)(C)C)C(=O)N[C@@H](C[C@H]1C(NCC1)=O)C(COC(F)(F)F)=O)C(C)C